1-(6-chloro-4-isopropyl-2,7-naphthyridin-1-yl)-N2,N2-dimethylethane-1,2-diamine ClC=1C=C2C(=CN=C(C2=CN1)C(CN(C)C)N)C(C)C